(S)-2-((((9H-fluoren-9-yl)methoxy)carbonyl)amino)-3-(1-(tert-butoxycarbonyl)-5-ethoxy-1H-indol-3-yl)propanoic acid C1=CC=CC=2C3=CC=CC=C3C(C12)COC(=O)N[C@H](C(=O)O)CC1=CN(C2=CC=C(C=C12)OCC)C(=O)OC(C)(C)C